C(C)(C)C1=C(NC2=CC=C(C=C12)C1CCNCC1)C=1N=C(C=2N(C1)N=CN2)OC 6-(3-isopropyl-5-(piperidin-4-yl)-1H-indol-2-yl)-8-methoxy-[1,2,4]triazolo[1,5-a]pyrazine